7-nitroso-7-azaspiro[3.5]nonan-2-one N(=O)N1CCC2(CC(C2)=O)CC1